P(OC1=C(C(=C(C=C1)CCCCCCCCC)CCCCCCCCC)CCCCCCCCC)([O-])([O-])=S trinonylphenyl phosphorothioate